tert-butyl (4R)-2-(2-chloroacetyl)-4-methoxypyrrolidine-1-carboxylate ClCC(=O)C1N(C[C@@H](C1)OC)C(=O)OC(C)(C)C